C1C(CC12CCNCC2)N2CCN(CC2)C(=O)OCC2=CC=CC=C2 benzyl 4-(7-azaspiro[3.5]non-2-yl)piperazine-1-carboxylate